4-[2-[4-(7-Azaspiro[3.5]nonan-2-ylsulfonyl)-2-methyl-anilino]-5-(trifluoromethyl)pyrimidin-4-yl]-1-methyl-cyclohexanol C1C(CC12CCNCC2)S(=O)(=O)C2=CC(=C(NC1=NC=C(C(=N1)C1CCC(CC1)(O)C)C(F)(F)F)C=C2)C